Cl.NC1CC2CCC(C1)N2C(=O)C2=CC(=C(O2)C2=CC1=C(C(=NO1)C)C=C2F)C2=CC(=C(C#N)C=C2)F 4-(5-(3-amino-8-azabicyclo[3.2.1]octane-8-carbonyl)-2-(5-fluoro-3-Methylbenzo[d]isoxazol-6-yl)furan-3-yl)-2-fluorobenzonitrile hydrochloride